2-methoxypyridine-3-sulfonamide formic acid salt C(=O)O.COC1=NC=CC=C1S(=O)(=O)N